4-(5-((2,4-dimethylpyridin-3-yl)oxy)-2-(2-fluoro-2-methylpropyl)-2H-indazol-6-yl)-N-ethyl-6-methyl-7-oxo-6,7-dihydro-1H-pyrrolo[2,3-c]pyridine-2-carboxamide CC1=NC=CC(=C1OC1=CC2=CN(N=C2C=C1C=1C2=C(C(N(C1)C)=O)NC(=C2)C(=O)NCC)CC(C)(C)F)C